Butandiol diacrylat C(C=C)(=O)OC(CCC)OC(C=C)=O